COC1=C(C=C(C=C1)C2=CC(=O)C3=C(C(=C(C=C3O2)OC)OC)OC)OC The molecule is a pentamethoxyflavone that is flavone substituted by methoxy groups at positions 5, 6, 7, 3' and 4' respectively. It has a role as a plant metabolite. It derives from a flavone.